N,N-dimethyl-1-[2-(1-phenyl-1H-pyrazol-4-yl)-1,3-thiazole-4-carbonyl]pyrrolidin-3-amine CN(C1CN(CC1)C(=O)C=1N=C(SC1)C=1C=NN(C1)C1=CC=CC=C1)C